benzyl (2S,4R)-2-((difluoromethoxy)methyl)-4-((methylsulfonyl)oxy)pyrrolidin-1-carboxylate FC(OC[C@H]1N(C[C@@H](C1)OS(=O)(=O)C)C(=O)OCC1=CC=CC=C1)F